3-[(3-chloro-2-methoxyphenyl)amino]-2-(2-methanesulfinylpyrimidin-4-yl)-1H-5H-6H-7H-pyrrolo[3,2-c]pyridin-4-one ClC=1C(=C(C=CC1)NC1=C(NC2=C1C(NCC2)=O)C2=NC(=NC=C2)S(=O)C)OC